(S)-4-cyclopropyl-N-((5-(pyrazolo[1,5-a]pyridin-6-yl)-2,3-dihydro-1H-inden-4-yl)carbamoyl)-6,7-dihydro-4H-pyrazolo[5,1-c][1,4]oxazine-2-sulfonamide C1(CC1)[C@@H]1OCCN2C1=CC(=N2)S(=O)(=O)NC(NC2=C1CCCC1=CC=C2C=2C=CC=1N(C2)N=CC1)=O